COC1=CC2=C(C=C1C1=NN(C=C1)C)C=1N(N=C(C1CO2)C(=O)N2C(CN(CC2)C#N)(C)C)C2=CSC=C2 4-(7-methoxy-8-(1-methyl-1H-pyrazol-3-yl)-1-(thiophen-3-yl)-1,4-dihydrobenzopyrano[4,3-c]pyrazole-3-carbonyl)-3,3-dimethylpiperazine-1-carbonitrile